(phenyl)(3-buten-1-yl)methylene(cyclopentadienyl)(2,7-di-tert-butylfluoren-9-yl)dimethylHafnium C1(=CC=CC=C1)C[Hf](C(=C)CCC=C)(C1C2=CC(=CC=C2C=2C=CC(=CC12)C(C)(C)C)C(C)(C)C)C1C=CC=C1